2,2'-dichloro-3'-(5-formyl-6-methoxy-4-methylpyridin-2-yl)-[1,1'-Biphenyl] ClC1=C(C=CC=C1)C1=C(C(=CC=C1)C1=NC(=C(C(=C1)C)C=O)OC)Cl